C(C(F)(F)F)Br monobromotrifluoroethane